ClC=1C(=NC(=NC1)NC1CCOCC1)C1=CC=C2CN(C(C2=C1)=O)[C@@H](C(=O)NC1CCOCC1)C (2R)-2-(6-{5-chloro-2-[(oxacyclohex-4-yl)amino]pyrimidin-4-yl}-1-oxo-2,3-dihydro-1H-isoindol-2-yl)-N-(oxacyclohex-4-yl)propionamide